triazindithiol N1=NN=C(C(=C1)S)S